C(CC)OCCO 2-propoxyethanol